2,3-bis((((9H-fluoren-9-yl)methoxy)carbonyl)amino)propanoic acid C1=CC=CC=2C3=CC=CC=C3C(C12)COC(=O)NC(C(=O)O)CNC(=O)OCC1C2=CC=CC=C2C=2C=CC=CC12